N[C@H](C(=O)N[C@H](C(=O)N)CC1=CC=CC=C1)CCCCNC(CCOC)=O (S)-2-amino-N-((S)-1-amino-1-oxo-3-phenylpropan-2-yl)-6-(3-methoxypropanamido)hexanamide